C(C)C1=NC=C(C=N1)C1=C(N=C(S1)C(F)(F)F)C(=O)NN 5-(2-ethylpyrimidin-5-yl)-2-(trifluoromethyl)thiazol-4-carbohydrazide